C(#N)C1CCN(CC1)S(=O)(=O)NC(OC(C)(C)C)=O tert-butyl ((4-cyanopiperidin-1-yl)sulfonyl)carbamate